2-chloro-6H-pyran ClC=1OCC=CC1